[2-(aminomethyl)-3,3-difluoro-allyl]-4-[3-(1-ethylpyrazol-4-yl)-2-methyl-phenyl]-1,2,4-triazol-3-one trifluoroacetate salt FC(C(=O)O)(F)F.NCC(CC=1N(C(NN1)=O)C1=C(C(=CC=C1)C=1C=NN(C1)CC)C)=C(F)F